tert-Butyl (1R,5S)-3-(3-((4,5-dihydroisoxazol-3-yl)oxy)propyl)-3,8-diazabicyclo[3.2.1]octane-8-carboxylate O1N=C(CC1)OCCCN1C[C@H]2CC[C@@H](C1)N2C(=O)OC(C)(C)C